(S)-7,8-Dichloro-1-methyl-10-(oxazol-4-ylmethoxy)-3,4,5,6-tetrahydroazepino[4,5-b]indol-2(1H)-one ClC1=C(C=C(C=2C3=C(NC12)CCNC([C@H]3C)=O)OCC=3N=COC3)Cl